C1(CCC1)S(=O)(=O)NC=1SC=C(N1)C(C(=O)NC1=CC=C(C=C1)C1=NC(=CN=C1)C(F)(F)F)(C)C 2-(2-(cyclobutanesulfonylamino)thiazol-4-yl)-2-methyl-N-(4-(6-(trifluoromethyl)pyrazin-2-yl)phenyl)propanamide